C(C)NC(CC1CC(CCC1C(C)C)C)=O menthylacetic acid N-ethylamide